((4-(4-((2-(2-fluoropropan-2-yl)-1H-imidazol-1-yl)methyl)phenyl)-2-isobutylthiazol-5-yl)sulfonyl)carbamic acid butyl ester C(CCC)OC(NS(=O)(=O)C1=C(N=C(S1)CC(C)C)C1=CC=C(C=C1)CN1C(=NC=C1)C(C)(C)F)=O